2-[(4-{5-[(4-methylphenoxy)methyl]furan-2-carbonyl}piperazin-1-yl)methyl]-1-{[(2S)-oxetan-2-yl]methyl}-1H-1,3-benzodiazole-6-carboxylic acid CC1=CC=C(OCC2=CC=C(O2)C(=O)N2CCN(CC2)CC2=NC3=C(N2C[C@H]2OCC2)C=C(C=C3)C(=O)O)C=C1